Ethyl (S)-2-((S)-1-(pyrimidin-4-ylmethyl)pyrrolidine-2-carboxamido)-9-(5,6,7,8-tetrahydro-1,8-naphthyridin-2-yl)nonanoate N1=CN=C(C=C1)CN1[C@@H](CCC1)C(=O)N[C@H](C(=O)OCC)CCCCCCCC1=NC=2NCCCC2C=C1